C1(=CC=CC=C1)OS(=O)(=O)C1C2C(=C(C(C1)O2)C2=CC=C(C=C2)O)C2=CC=C(C=C2)NC(CCCCCCC[Se]C#N)=O phenyl-5-(4-hydroxyphenyl)-6-(4-(8-selenocyanooctanoylamino) phenyl)-7-oxabicyclo[2.2.1]hept-5-ene-2-sulfonate